C(C1=CC=CC=C1)OC([C@H](C(C)C)N1C([C@@H](CC1)N)=O)=O (S)-2-((R)-3-amino-2-oxopyrrolidin-1-yl)-3-methylbutyric acid benzyl ester